dichloro(phenylmethylene)bis(3-bromopyridine) ruthenium [Ru].ClC=1C(=C(C(=NC1)C(C1=NC=CC=C1Br)C1=CC=CC=C1)Br)Cl